(1H-benzo[d]imidazol-2-yl)pyrrolidine-1-carboxamidine hydrochloride Cl.N1C(=NC2=C1C=CC=C2)C2N(CCC2)C(=N)N